N-aminomethyl-sulfanyl-isobutyramide NCNC(C(C)(C)S)=O